4-(2-(((tert-butoxycarbonyl)alanyl)oxy)propan-2-yl)-2-fluorobenzoic acid C(C)(C)(C)OC(=O)N[C@@H](C)C(=O)OC(C)(C)C1=CC(=C(C(=O)O)C=C1)F